FC(OC=1C=C(C=CC1)C1=CC(=CS1)C(=O)NC1=NC(=NS1)CN1CCCCC1)F 5-(3-(Difluoromethoxy)phenyl)-N-(3-(piperidin-1-ylmethyl)-1,2,4-thiadiazol-5-yl)thiophene-3-carboxamide